C(CCC)C=1C=CC(=NC1)C(=O)NNC(C1=CC=NC=C1)=O 5-butyl-N'-isonicotinoylpicolinohydrazide